4-(difluoromethyl)-2,2'-dimethyl-1'-[[1-(2-methylsulfonyl-ethyl)pyrazol-4-yl]methyl]spiro[5H-thieno[2,3-c]pyran-7,4'-piperidine]-4-ol FC(C1(C2=C(SC(=C2)C)C2(CC(N(CC2)CC=2C=NN(C2)CCS(=O)(=O)C)C)OC1)O)F